2-Furfuryl-5-methylfuran C(C1=CC=CO1)C=1OC(=CC1)C